C[C@H]1CN(CC[C@@H]1NC(=O)C1=CC(=CC=2N(C=NC21)CC(F)(F)F)C#CCNC=2C(OC)=CC=C(C2)S(=O)(=O)C)C2CCC(CC2)OC N-{(3S,4S)-3-methyl-1-[(1s,4R)-4-methoxycyclohexyl]-4-piperidyl}-6-[3-(4-mesyl-2-anisidino)-1-propynyl]-1-(2,2,2-trifluoroethyl)-1H-1,3-benzimidazole-4-carboxamide